6-(((6-methylbenzo[d]oxazol-2-yl)methyl)thio)-1-(4,4-difluorocyclohexyl)-1,5-dihydro-4H-pyrazolo[3,4-d]pyrimidin-4-one CC1=CC2=C(N=C(O2)CSC=2NC(C3=C(N2)N(N=C3)C3CCC(CC3)(F)F)=O)C=C1